Dioxole O1COC=C1